ethyl (3S)-1-((1-oxo-4-(o-tolyl)-1,2-dihydroisoquinolin-7-yl)alanyl)piperidine-3-carboxylate O=C1NC=C(C2=CC=C(C=C12)N[C@@H](C)C(=O)N1C[C@H](CCC1)C(=O)OCC)C1=C(C=CC=C1)C